C(C(=O)O)(=O)O.O1CCC12CNC2 Oxa-6-azaspiro[3.3]heptane oxalate